CCCCCC/C=C\\CCCCCCCCC(=O)O The molecule is the cis-isomer of 10-heptadecenoic acid. It has a role as a plant metabolite. It is a conjugate acid of a (10Z)-heptadecenoate.